cis-2-octene C\C=C/CCCCC